COC(CCCCCC\C=C/CCO)OC (3Z)-11,11-dimethoxy-3-undecene-1-ol